CC1=CC=C(N=N1)NC1=CC2=C(C=N1)N(C=N2)C2=CC=C(C(=N2)C=2C=NN(C2C)CC(F)(F)F)C(C)=O 1-[6-[6-[(6-methylpyridazin-3-yl)amino]imidazo[4,5-c]pyridin-3-yl]-2-[5-methyl-1-(2,2,2-trifluoroethyl)pyrazol-4-yl]-3-pyridyl]ethanone